5,6-dibutylamino-1,8-diazabicyclo[5.4.0]undecene C(CCC)NC1CC=CN2CCCNC2C1NCCCC